(3-Chloro-4-fluorophenyl)-1-(2-methoxypyridin-4-yl)-1-((4,5,6,7-tetrahydro-1H-indazol-3-yl)methyl)urea ClC=1C=C(C=CC1F)NC(N(CC1=NNC=2CCCCC12)C1=CC(=NC=C1)OC)=O